CSC1=CC=C(C=C1)C(C(C)(N1CCOCC1)C)=O 1-[4-(methylthio)phenyl]-2-methyl-2-morpholino-1-propanone